BrC=1C=C(OC2=CC=3N(C4=CC=CC=C4C3C=C2)C2=NC=C(C(=C2)C)C)C=CC1 2-(3-bromophenoxy)-9-(4,5-dimethylpyridin-2-yl)-9H-carbazole